(R)-1-(1-acetylpiperidin-3-yl)-3-((5-chloro-6-(isoxazol-3-ylmethoxy)-1H-indol-2-yl)methyl)-1-methylurea C(C)(=O)N1C[C@@H](CCC1)N(C(=O)NCC=1NC2=CC(=C(C=C2C1)Cl)OCC1=NOC=C1)C